COC1=CC=C(CNC2CCC(CC2)N)C=C1 N4-(4-methoxy-benzyl)-cyclohexane-1,4-diamine